O1CCC1 oxacycloButane